4-(butylamino)butanesulfonic acid C(CCC)NCCCCS(=O)(=O)O